sodium acetylhydroxybenzene C(C)(=O)C1=C(C=CC=C1)O.[Na]